4,5-dimethyl-pyridin-2(1H)-one CC1=CC(NC=C1C)=O